(4-(Ethylsulfonyl)benzyl)-1-(4-(trifluoromethoxy)benzyl)-1H-indole-5-carboxamide C(C)S(=O)(=O)C1=CC=C(CC=2N(C3=CC=C(C=C3C2)C(=O)N)CC2=CC=C(C=C2)OC(F)(F)F)C=C1